N-hydroxy-N-methyl-3,4-methylenedioxy-amphetamine ON(C(C)CC1=CC2=C(C=C1)OCO2)C